C(C(=C)C)(=O)OCCC[Si](OC(C)C)(OC(C)C)OC(C)C gamma-(methacryloyloxy)propyl-triisopropoxysilane